2-[(2-Methoxyphenyl)methyl]-1,3-benzoxazole-5-carboxylic acid COC1=C(C=CC=C1)CC=1OC2=C(N1)C=C(C=C2)C(=O)O